[6-(aminomethyl)-5-chloropyridin-3-yl]-2,5-diazabicyclo[2.2.1]heptane-2-carboxylic acid tert-butyl ester C(C)(C)(C)OC(=O)N1C2(CNC(C1)C2)C=2C=NC(=C(C2)Cl)CN